N-(6-amino-5-(oxetan-3-yl)pyridin-3-yl)-2-((2S,5R)-5-methyl-2-phenyl-4-pivaloylpiperazin-1-yl)-2-oxoacetamide NC1=C(C=C(C=N1)NC(C(=O)N1[C@H](CN([C@@H](C1)C)C(C(C)(C)C)=O)C1=CC=CC=C1)=O)C1COC1